N-[4-amino-1-(2-trimethylsilylethoxymethyl)pyrazolo[4,3-c]pyridin-7-yl]-N'-ethyl-N'-[[5-(trifluoromethyl)-2-pyridyl]methyl]oxamide NC1=NC=C(C2=C1C=NN2COCC[Si](C)(C)C)NC(=O)C(=O)N(CC2=NC=C(C=C2)C(F)(F)F)CC